FC(N1N=C(C=C1)C1=NC=CC(=C1C=O)NC(OC(C)(C)C)=O)F tert-butyl {2-[1-(difluoromethyl)-1H-pyrazol-3-yl]-3-formylpyridin-4-yl}carbamate